FC(C)(F)C=1C=C(C=CC1)NC(=O)C=1C(=NN(C1CC)C1=CC(=C(C=C1)OC(F)F)C=1C=NC=CC1)C N-[3-(1,1-difluoroethyl)phenyl]-1-[4-(difluoromethoxy)-3-(3-pyridyl)phenyl]-5-ethyl-3-methyl-pyrazole-4-carboxamide